(2R,3R,4R,5R)-2-(4-aminopyrrolo[2,1-f][1,2,4]triazine-7-yl)-2-cyano-5-((((R)-((1-((2-ethyl)(butyloxy)carbonyl)cyclobutyl)amino)(phenoxy)phosphoryl)oxy)methyl)tetrahydrofuran NC1=NC=NN2C1=CC=C2[C@@]2(O[C@H](CC2)CO[P@@](=O)(OC2=CC=CC=C2)NC2(CCC2)C(=O)OCCCCCC)C#N